CC1(CCC(CC1)NC1=CC=C(C=C1)C(C)(C)CC)N 1-Methyl-N4-(4-(tert-amyl)phenyl)cyclohexane-1,4-diamine